BrC=1C=C2CN(C(C2=CC1Cl)=O)N1C(CCCC1=O)=O (5-bromo-6-chloro-1-oxoisoindolin-2-yl)piperidine-2,6-dione